C(=O)(OC(C)(C)C)N(C)CN1CCCC1 ((N-Boc-methylamino)methyl)pyrrolidine